C(O)CN.N1C(C=CC=C1)=O pyridone monoethanolamine salt